tert-butyl 4-(6-chloro-8-(2-(hydroxymethyl)thieno[3,2-b]pyridin-7-yl)-3,4-dihydroquinolin-1(2H)-yl)piperidine-1-carboxylate ClC=1C=C2CCCN(C2=C(C1)C1=C2C(=NC=C1)C=C(S2)CO)C2CCN(CC2)C(=O)OC(C)(C)C